ClC=1C=C(C=C(C1)F)NC=1N(C2=NC(=NC=C2N1)NC1CC1)C1CCNCC1 N8-(3-chloro-5-fluorophenyl)-N2-cyclopropyl-9-(piperidin-4-yl)-9H-purine-2,8-diamine